ClC=1C=C(C=CC1)C1=C(C=C(C=C1)C)C1=CC=CC=N1 6-(3'-chloro-4-methylbiphenyl-2-yl)pyridine